ClC=1N=C(C2=C(N1)C(=C(N=C2)Cl)F)N(C([2H])([2H])[2H])[C@H]2[C@@H](C2)F 2,7-dichloro-8-fluoro-N-((1r,2r)-2-fluorocyclopropyl)-N-(methyl-d3)pyrido[4,3-d]pyrimidin-4-amine